OCCN(CCCCCCCC(=O)OC(CCCCCCCC)CCCCCCCC)CCCCCCCC(=O)OCCCCCCCCC heptadecan-9-yl 8-((2-hydroxyethyl)(8-(nonyloxy)-8-oxooctyl)amino)-octanoate